N-(2-(2-(4-methoxybenzyl)-1H-indol-3-yl)ethyl)acrylamide COC1=CC=C(CC=2NC3=CC=CC=C3C2CCNC(C=C)=O)C=C1